COC1=CC=C(C=C1)/C=C/C2=CC(=CC(=C2)O)O Desoxyrhapontigenin